COC(C1=CC(=C(C=C1)N1CCNCC1)F)=O 3-fluoro-4-(piperazin-1-yl)benzoic acid methyl ester